C(C)(C)(C)OC(=O)N1[C@H](CC[C@@H](C1)C)C1=CC=C(S1)C(=O)O 5-[(2R,5S)-1-tert-butoxycarbonyl-5-methyl-2-piperidyl]thiophene-2-carboxylic acid